FC1(CCN(CC1)C1=NC(=NC(=N1)C)NC(=O)C1=C(C=C(C=C1)NS(=O)(=O)CC(=O)OCC)N1CCC2(CC2)CC1)F Ethyl 2-(N-(4-((4-(4,4-difluoropiperidin-1-yl)-6-methyl-1,3,5-triazin-2-yl)carbamoyl)-3-(6-azaspiro[2.5]octan-6-yl)phenyl)sulfamoyl)acetate